BrC1=CC=C(C=C1)C(=O)C=1C=CC2=C(CCO2)C1 (4-bromophenyl)(2,3-dihydro-5-benzofuranyl)methanone